tert-butyl (rac)-1-(4-bromophenyl)-4-((2-chloroacetamido)methyl)-3-hydroxy-1,4,6,7-tetrahydro-5H-pyrazolo[4,3-c]pyridine-5-carboxylate BrC1=CC=C(C=C1)N1N=C(C=2[C@@H](N(CCC21)C(=O)OC(C)(C)C)CNC(CCl)=O)O |r|